7a-(((t-butyldimethylsilyl)oxy)methyl)-2,6-dimethylhexahydro-1H-pyrrolizine [Si](C)(C)(C(C)(C)C)OCC12CC(CN2CC(C1)C)C